monooxazolidine O1CNCC1